C(C1=CC=CC=C1)(=O)NC(=O)[C@@H]1CC12CCN(CC2)C(=O)OC(C(F)(F)F)C(F)(F)F |o1:11| 1,1,1,3,3,3-hexafluoropropan-2-yl (R or S)-1-(benzoylcarbamoyl)-6-azaspiro[2.5]octane-6-carboxylate